4,6-diamino-2-phenylpyridine NC1=CC(=NC(=C1)N)C1=CC=CC=C1